(5s,8s)-N-(2-chloro-3,6-difluorobenzyl)-5-fluoro-8-hydroxy-5,6,7,8-tetrahydroquinoline-5-carboxamide ClC1=C(CNC(=O)[C@]2(C=3C=CC=NC3[C@H](CC2)O)F)C(=CC=C1F)F